NC1=C(C=2C(=NC=C(C2S1)F)C=1C2=C(C=3C=NC(=NC3C1F)N1CC(C(C1)N1CCOCCC1)O)COC2)C#N 2-Amino-7-fluoro-4-(5-fluoro-3-(3-hydroxy-4-(1,4-oxazepan-4-yl)pyrrolidin-1-yl)-7,9-dihydrofuro[3,4-f]quinazolin-6-yl)thieno[3,2-c]pyridine-3-carbonitrile